C(C)OC(/C(=C/N(C)C)/OCC(F)F)=O (Z)-2-(2,2-difluoroethoxy)-3-(dimethylamino)prop-2-enoic acid ethyl ester